2-((2-methanesulfonamido-3,5-difluorophenyl)amino)-5-fluoropyridin CS(=O)(=O)NC1=C(C=C(C=C1F)F)NC1=NC=C(C=C1)F